N-{4-[(3-chloro-1H-pyrrolo[2,3-b]pyridin-4-yl)oxy]-3,5-difluorophenyl}-5,6-dihydro-4H-1,3-oxazin-2-amine ClC1=CNC2=NC=CC(=C21)OC2=C(C=C(C=C2F)NC=2OCCCN2)F